2-(4-(4-methyl-1-piperazinyl)phenylamino)-8-phenylamino-9-(N-acryloyl-4-piperidinyl)-9H-purine CN1CCN(CC1)C1=CC=C(C=C1)NC1=NC=C2N=C(N(C2=N1)C1CCN(CC1)C(C=C)=O)NC1=CC=CC=C1